N-α-linolenoyl-proline C(CCCCCCC\C=C/C\C=C/C\C=C/CC)(=O)N1[C@@H](CCC1)C(=O)O